(S)-1-(2-((tert-Butoxycarbonyl)amino)propyl)-4-oxo-1,4-dihydropyridine-3-carboxylic acid ethyl ester C(C)OC(=O)C1=CN(C=CC1=O)C[C@H](C)NC(=O)OC(C)(C)C